C(C)(C)(C)OC(=O)N1CCN(CC1)C1=NC=C(C=C1C(NC)=O)C(F)(F)F 4-(3-(methylcarbamoyl)-5-(trifluoromethyl)pyridin-2-yl)piperazine-1-carboxylic acid tert-butyl ester